2-bromo-5-fluorobenzene-1,4-diamine BrC1=C(C=C(C(=C1)N)F)N